(S)-3-(2-chloro-4-fluorobenzyl)-8-(1-ethyl-3-(trifluoromethyl)-1H-pyrazol-4-yl)-6-((2-imino-3-methyl-2,3-dihydro-1H-imidazol-1-yl)methyl)chroman-4-one ClC1=C(C[C@H]2COC3=C(C=C(C=C3C2=O)CN2C(N(C=C2)C)=N)C=2C(=NN(C2)CC)C(F)(F)F)C=CC(=C1)F